3-(((4-METHYLPIPERAZIN-1-YL)METHYL)-5-(TRIFLUOROMETHYL)PHENYL)BENZAMIDE CN1CCN(CC1)CC1=C(C=C(C=C1)C(F)(F)F)C=1C=C(C(=O)N)C=CC1